2-(3-(6-(bicyclo[2.2.2]octan-1-ylamino)pyridin-3-yl)-6-oxopyridazin-1(6H)-yl)-N-ethylacetamide C12(CCC(CC1)CC2)NC2=CC=C(C=N2)C2=NN(C(C=C2)=O)CC(=O)NCC